fluoro-7-(hydroxymethyl)-3-methylquinolin-2(1H)-one FN1C(C(=CC2=CC=C(C=C12)CO)C)=O